(S)-1-(5-(2-(1-cyclopropylethyl)-7-(3-hydroxy-3-methylbut-1-yn-1-yl)-1-oxoisoindolin-5-yl)-4-methylthiazol-2-yl)-3-methylurea C1(CC1)[C@H](C)N1C(C2=C(C=C(C=C2C1)C1=C(N=C(S1)NC(=O)NC)C)C#CC(C)(C)O)=O